tricosan-1-yl linoleate C(CCCCCCC\C=C/C\C=C/CCCCC)(=O)OCCCCCCCCCCCCCCCCCCCCCCC